CC1=C(C=NC=N1)C(=O)[O-] 6-methylpyrimidine-5-carboxylate